[9-(1-octylnonoxy)-9-oxo-nonyl] 4-chlorocarbonylbenzoate ClC(=O)C1=CC=C(C(=O)OCCCCCCCCC(=O)OC(CCCCCCCC)CCCCCCCC)C=C1